CN(C1=CC=C(C=N1)S(=O)(=O)C1=CC=C(C=C1)CNC(=O)C1=CC=2C(=CN=CC2)O1)C N-({4-[6-(dimethylamino)pyridine-3-sulfonyl]phenyl}methyl)furo[2,3-c]pyridine-2-carboxamide